distearyl (3,5-di-tert-butyl-4-hydroxyphenyl) phosphate (distearyl-4-hydroxyphenyl)phosphate (3,5-di-tert-butyl-4-hydroxybenzyl)phosphate C(C)(C)(C)C=1C=C(COP(=O)(O)O)C=C(C1O)C(C)(C)C.C(CCCCCCCCCCCCCCCCC)C=1C(=C(C=CC1O)OP(=O)(O)O)CCCCCCCCCCCCCCCCCC.P(=O)(OCCCCCCCCCCCCCCCCCC)(OCCCCCCCCCCCCCCCCCC)OC1=CC(=C(C(=C1)C(C)(C)C)O)C(C)(C)C